(2R,3S,5R)-5-(4-amino-5-fluoro-2-oxopyrimidin-1(2H)-yl)-2-azido-2-((benzoyloxy) methyl)tetrahydrofuran-3-yl benzoate C(C1=CC=CC=C1)(=O)O[C@@H]1[C@](O[C@H](C1)N1C(N=C(C(=C1)F)N)=O)(COC(C1=CC=CC=C1)=O)N=[N+]=[N-]